N-[3-(4-chlorotriazol-2-yl)-4-(trifluoromethyl)phenyl]-1,1-diphenyl-methanimine ClC1=NN(N=C1)C=1C=C(C=CC1C(F)(F)F)N=C(C1=CC=CC=C1)C1=CC=CC=C1